P1(N=CC=CC=C1)=O phosphazepinone